FC(C1=NN=C(O1)C=1C=CC(=NC1)CN1C(N(C2=C1C=C(C(=C2)C=2C=NC=CC2)F)[C@H]2CN(CCC2)C2COC2)=O)F (R)-1-((5-(5-(difluoromethyl)-1,3,4-oxadiazole-2-yl)pyridine-2-yl)methyl)-6-fluoro-3-(1-(oxetan-3-yl)piperidine-3-yl)-5-(pyridine-3-yl)-1,3-dihydro-2H-benzo[d]imidazole-2-one